NC1=C(C([C@](O1)([2H])C1=CC=C(C(=O)O[2H])C=C1)=O)OS(=O)(=O)C([2H])([2H])C1=CC=CC=C1 (S)-4-(5-amino-3-oxo-4-(((phenylmethyl-d2)sulfonyl)oxy)-2,3-dihydrofuran-2-yl-2-d)benzoic acid-d